4-(1-acryloylpiperidin-4-yl)-N-(4-(4-morpholino-7H-pyrrolo[2,3-d]pyrimidin-6-yl)phenyl)piperazine-1-carboxamide C(C=C)(=O)N1CCC(CC1)N1CCN(CC1)C(=O)NC1=CC=C(C=C1)C1=CC2=C(N=CN=C2N2CCOCC2)N1